1-ethyl-2-(2-iodoethyl)benzene C(C)C1=C(C=CC=C1)CCI